CC=1SC(=CN1)N1CC(CC1)CNC(OC(C)(C)C)=O tert-butyl ((1-(2-methylthiazol-5-yl)pyrrolidin-3-yl)methyl)carbamate